C(C=C)OCC1COC1 2-allyloxymethyl-1,3-epoxypropane